BrC1=CN(C(C(=N1)NC=1C=CC(=C(C1)NC(OC(C)(C)C)=O)N1C(CN(CC1)C1CCOCC1)C(F)(F)F)=O)C tert-butyl (5-((6-bromo-4-methyl-3-oxo-3,4-dihydropyrazin-2-yl)amino)-2-(4-(tetrahydro-2H-pyran-4-yl)-2-(trifluoromethyl)piperazin-1-yl)phenyl)carbamate